BrC1=CC(=NN1C1=CC=C(C=C1)C=1C=NN(C1)C)N 5-bromo-1-(4-(1-methyl-1H-pyrazol-4-yl)phenyl)-1H-pyrazol-3-amine